C(=O)(O)COC(C(=O)[O-])CC(=O)[O-] Carboxymethyloxy-succinate